p-phenylene sulfone phenyl-phosphonate tert-butyl-N-[5-[[2-[(2R,5S)-2-(2-carbamoylspiro[3.3]heptan-6-yl)-5-methyl-1-piperidyl]-2-oxo-acetyl]amino]-3-methyl-2-pyridyl]carbamate C(C)(C)(C)OC(NC1=NC=C(C=C1C)NC(C(=O)N1[C@H](CC[C@@H](C1)C)C1CC2(CC(C2)C(N)=O)C1)=O)=O.C1(=CC=CC=C1)P(O)(O)=O.C12=CC=C(C=C1)S2(=O)=O